(1S,2S)-2-fluoro-N-[2-(2-methoxy-4-methylpyridin-3-yl)-1-methylpyrrolo[2,3-c]pyridin-5-yl]cyclopropane-1-carboxamide F[C@@H]1[C@@H](C1)C(=O)NC=1C=C2C(=CN1)N(C(=C2)C=2C(=NC=CC2C)OC)C